ClC=1C=C(NC2(CCC3(C(CC4=CC=CC=C34)C[C@H](COC3=CC=NC=4CCC[C@H](C34)C)C)CC2)C(=O)O)C=C(C1)F 4-(3-chloro-5-fluoroanilino)-2'-[(2R)-2-methyl-3-{[(5R)-5-methyl-5,6,7,8-tetrahydroquinolin-4-yl]oxy}propyl]-2',3'-dihydrospiro[cyclohexane-1,1'-indene]-4-carboxylic acid